ClC1=CC=C2C(=C1)C(OC21C[C@@H](N[C@@H](C1)C=1N=NN(C1)C)C)C(=O)N (2'S,6'S)-6-chloro-2'-methyl-6'-(1-methyltriazol-4-yl)spiro[1H-isobenzofuran-3,4'-piperidine]-1-carboxamide